C(#N)C1=C(N=C(N1)C(C(F)(F)F)(F)F)C#N dicyano-pentafluoroethyl-imidazole